FC=1C=C(C=NC1)NC(=O)C=1C=C2C(=NC1)NC=C2C2=CC=1N(C=C2)N=CC1C(NC=1C=NC=CC1)=O N-(5-fluoropyridin-3-yl)-3-(3-(pyridin-3-ylcarbamoyl)pyrazolo[1,5-a]pyridin-5-yl)-1H-pyrrolo[2,3-b]pyridine-5-carboxamide